6,7-difluoro-3-((1-methylpyrrolidin-2-yl)methyl)-1H-indole FC1=CC=C2C(=CNC2=C1F)CC1N(CCC1)C